(R)-1-phenyl-1,3-propanediol dibenzoate C(C1=CC=CC=C1)(=O)O[C@H](CCOC(C1=CC=CC=C1)=O)C1=CC=CC=C1